ClC1=CC=C2C(=CNC2=C1C1=NC=CC=N1)S(=O)(=O)NC1=NC(=C(C(=N1)OC)CC(F)F)OC 6-chloro-N-[5-(2,2-difluoroethyl)-4,6-dimethoxy-pyrimidin-2-yl]-7-(2-pyrimidyl)-1H-indole-3-sulfonamide